(S)-1-(2,3-difluoro-6-hydroxybenzyl)-3,4-dimethyl-2-oxo-N-(2,4,6-trifluorobenzyl)-1,2,3,4-tetrahydroquinazoline-7-carboxamide FC1=C(CN2C(N([C@H](C3=CC=C(C=C23)C(=O)NCC2=C(C=C(C=C2F)F)F)C)C)=O)C(=CC=C1F)O